bis(2,2'-bipyridine) dichloride [Cl-].[Cl-].N1=C(C=CC=C1)C1=NC=CC=C1.N1=C(C=CC=C1)C1=NC=CC=C1